trans-4-(((trans-4-(6-Cyano-5-methoxypyridin-2-yl)cyclohexyl)methyl)(3-(1-isopropyl-1H-pyrazol-4-yl)phenyl)carbamoyl)cyclohexyl 3-hydroxyazetidine-1-carboxylate OC1CN(C1)C(=O)O[C@@H]1CC[C@H](CC1)C(N(C1=CC(=CC=C1)C=1C=NN(C1)C(C)C)C[C@@H]1CC[C@H](CC1)C1=NC(=C(C=C1)OC)C#N)=O